C1(=CCCCCCC1)OC(=O)NCCCC[C@H](N)C(=O)O N6-(trans-cyclooctenyloxy)carbonyl-lysine